CN1C2=C(N=C(C3=C1C=CC=C3)I)C(=CC=C2)C 5,9-dimethyl-11-iodo-5H-dibenzo[b,e][1,4]diazepine